2-ethoxy-5-(1H-pyrazol-1-yl)-N-(3-(thiazol-2-yl)benzyl)benzamide C(C)OC1=C(C(=O)NCC2=CC(=CC=C2)C=2SC=CN2)C=C(C=C1)N1N=CC=C1